CC1=CC=C(C=C1)S(=O)(=O)OCCC1=CC=C(C=C1)C1C(CCC2=CC(=CC=C12)OC)C1=C(C=CC=C1)C 4-(6-methoxy-2-(o-tolyl)-1,2,3,4-tetrahydronaphthalen-1-yl)phenethyl 4-methylbenzenesulfonate